C(C)(C)C1=CNC=2C1=NC(=CC2)CC2=C(C=C(C=C2C)N2N=C(C(NC2=O)=O)C(F)(F)F)C 2-(4-((3-isopropyl-1H-pyrrolo[3,2-b]pyridin-5-yl)methyl)-3,5-dimethylphenyl)-6-(trifluoromethyl)-1,2,4-triazine-3,5(2H,4H)-dione